4-bromo-[1,1'-biphenyl]-3-ol BrC1=C(C=C(C=C1)C1=CC=CC=C1)O